OC=1C=C(C=C(C1O)[N+](=O)[O-])/C=C(/C#N)\C1=NC=CC=C1 (E)-3-(3,4-dihydroxy-5-nitrophenyl)-2-(pyridin-2-yl)acrylonitrile